4-[5-(2-aminoethyl)pyrimidin-2-yl]-3-(6-piperidin-1-ylpyridazin-4-yl)thionylbenzonitrile NCCC=1C=NC(=NC1)C1=C(C=C(C#N)C=C1)S(=O)C1=CN=NC(=C1)N1CCCCC1